zinc-potassium germanate [GeH](=O)[O-].[K+].[Zn+2].[GeH](=O)[O-].[GeH](=O)[O-]